CN(C)[C@@H](C1=CC=CC=C1)CCOC1=CC=CC2=CC=CC=C12 (R)-N,N-dimethyl-alpha-[2-(1-naphthoxy)ethyl]benzylamine